tert-butyl (1R,5S)-2-(cyclopropanecarbonyl)-3-((trimethylsilyl)ethynyl)-2,6-diazabicyclo[3.2.1]octane-6-carboxylate C1(CC1)C(=O)N1[C@H]2CN([C@@H](CC1C#C[Si](C)(C)C)C2)C(=O)OC(C)(C)C